tert-butyl (6S,7S)-7-amino-6-[(2-fluoro-3-bromo-phenyl) methyl]-5-azaspiro[2.4]heptane-5-carboxylate N[C@@H]1[C@@H](N(CC12CC2)C(=O)OC(C)(C)C)CC2=C(C(=CC=C2)Br)F